3-bromo-4-cyanopyridine BrC=1C=NC=CC1C#N